P(=O)(O)(O)OC[C@@H]([C@H](C(CO)=O)O)O L-xylulose 5-phosphate